BrC=1C=C2C(OCC=3C=CC(=CC3C=3C=C(C(=C(NS(C(C1OC)=C2)(=O)=O)C3)OC)C)C#N)=O 13-bromo-14,19-dimethoxy-20-methyl-10,16,16-trioxo-9-oxa-16λ6-thia-17-azatetracyclo[16.3.1.111,15.02,7]tricosa-1(22),2(7),3,5,11,13,15(23),18,20-nonaene-4-carbonitrile